(R,E)-5-(2-(6-(1H-imidazol-1-yl)pyridin-3-yl)vinyl)-2-(3-(methoxymethyl)piperazin-1-yl)pyrimidine N1(C=NC=C1)C1=CC=C(C=N1)/C=C/C=1C=NC(=NC1)N1C[C@@H](NCC1)COC